tert-butyl 4-(3-isopropyl-3-methyl-2-oxoindolin-5-yl)piperidine-1-carboxylate C(C)(C)C1(C(NC2=CC=C(C=C12)C1CCN(CC1)C(=O)OC(C)(C)C)=O)C